BrC1=C(OC=C1)CC bromo-2-ethylfuran